C(C)N1C(=O)N(C=2N=CNC2C1=O)CC 1,3-diethylxanthine